The molecule is a phenoxybenzoic acid in which the phenoxy group is meta to the carboxy group. It is a metabolite of pyrethroid insecticides. It has a role as a human xenobiotic metabolite and a marine xenobiotic metabolite. C1=CC=C(C=C1)OC2=CC=CC(=C2)C(=O)O